(8S)-N-[2-(2-Aminopyridin-4-yl)ethyl]-7-{2-[(4-phenoxyphenyl)formamido]acetyl}-1,4-dioxa-7-azaspiro[4.4]nonane-8-carboxamide NC1=NC=CC(=C1)CCNC(=O)[C@H]1N(CC2(OCCO2)C1)C(CNC(=O)C1=CC=C(C=C1)OC1=CC=CC=C1)=O